boron tin [Sn].[B]